FC1=CC=C(C=C1)C(C)N1N=C(N=N1)C1=CC(=C(C=C1)S(=O)(=O)N)OC 4-(2-(1-(4-fluorophenyl)ethyl)-2H-tetrazol-5-yl)-2-methoxybenzenesulfonamide